3-(3-(2-(Cyclopentylmethyl)oxazol-5-yl)-6,7-dihydro-5H-cyclopenta[b]pyridin-2-yl)-6-(cyclopropylmethyl)-6,7-dihydro-5H-pyrrolo[3,4-b]pyridin-5-on C1(CCCC1)CC=1OC(=CN1)C=1C=C2C(=NC1C=1C=C3C(=NC1)CN(C3=O)CC3CC3)CCC2